Fluoro-5-(trifluoromethyl)benzamide FC1=C(C(=O)N)C=C(C=C1)C(F)(F)F